CC1=C(C=CC=C1)C1=CC(=C(C=C1)[N+](=O)[O-])CBr 2-methyl-3'-bromomethyl-4'-nitrobiphenyl